sulphur water O.[S]